C(C=C)(=O)N1C[C@@H](N(C[C@H]1C)C=1C2=C(N(C(N1)=O)C1=C(C=CC=C1S(=O)(=O)C)CC)N=C(C(=C2)F)C2=C(C=CC=C2O)F)C 4-((2S,5R)-4-acryloyl-2,5-dimethylpiperazin-1-yl)-1-(2-ethyl-6-(methylsulfonyl)phenyl)-6-fluoro-7-(2-fluoro-6-hydroxyphenyl)pyrido[2,3-d]pyrimidin-2(1H)-one